2-(4-isobutylphenyl)propionitrile C(C(C)C)C1=CC=C(C=C1)C(C#N)C